3-chloro-4-fluoro-1-[cis-4-{4-[3-(methylsulfanyl)-[1,2,4]triazolo[4,3-b]pyridazin-6-yl]piperazin-1-yl}cyclohexyl]-1H-indole ClC1=CN(C2=CC=CC(=C12)F)[C@@H]1CC[C@@H](CC1)N1CCN(CC1)C=1C=CC=2N(N1)C(=NN2)SC